BrC1=CC(=CC=C1)C(CBr)Br 1-bromo-3-(1,2-dibromoethyl)benzene